dihydroxyethyl furandicarboxylate O1C(=C(C=C1)C(=O)[O-])C(=O)OCC(O)O